CN(C1CCC(CC1)NC=1N=CC2=C(N1)N(C(C(=C2)C2=C(C(=C(C(=C2)F)NS(=O)(=O)CC(CC)(F)F)F)F)=O)C(C)C)C N-(4-(2-(((1r,4r)-4-(Dimethylamino)cyclohexyl)amino)-8-isopropyl-7-oxo-7,8-dihydropyrido[2,3-d]pyrimidin-6-yl)-2,3,6-trifluorophenyl)-2,2-difluorobutane-1-sulfonamide